BrC1=C(C=CC=C1)NC1=NC=CC=C1 2-(2-bromophenylamino)pyridine